2,3,6-tribromobenzenesulfonic acid BrC1=C(C(=CC=C1Br)Br)S(=O)(=O)O